BrC1=CC=C2C=CN(C(C2=C1)=O)CC1CC1 7-bromo-2-(cyclopropylmethyl)isoquinolin-1(2H)-one